1-(2-chloro-4-methoxyphenyl)dihydropyrimidine-2,4(1H,3H)-dione ClC1=C(C=CC(=C1)OC)N1C(NC(CC1)=O)=O